Cl.Cl.CC(CN1C(C=CC2=C1N=C(N=C2)N[C@@H](C)C2=CC=C(C=C2)CN2CCNCC2)=O)(C)C 8-(2,2-Dimethylpropyl)-2-({(1S)-1-[4-(piperazin-1-ylmethyl)phenyl]ethyl}amino)pyrido[2,3-d]pyrimidin-7(8H)-on dihydrochlorid